2-[(1-Cyclopropylpropan-2-yl)oxy]-4-(3-ethyl-4-methyl-5-oxo-4,5-dihydro-1H-1,2,4-triazol-1-yl)-5-fluoro-N-(pent-3-yl)benzamide C1(CC1)CC(C)OC1=C(C(=O)NC(CC)CC)C=C(C(=C1)N1N=C(N(C1=O)C)CC)F